OC1=C(C=C(C=C1)NC(=O)C=1SC=C(N1)C1=CC(=CC=C1)C(F)(F)F)S(=O)(=O)C N-(4-hydroxy-3-(methylsulfonyl)phenyl)-4-(3-(trifluoromethyl)phenyl)thiazole-2-carboxamide